C(C)(C)(C)C1=CC=2C(=NC(=CN2)[C@@H]2CCC[C@@H]([C@@H](N2)COC2=NC(=NC(=C2)C2=C(C=CC=C2C)C)NS(=O)(=O)C=2C=C(C(=O)O)C=CC2)OC(C)C)N1C 3-[[4-[[(2S,3S,7S)-7-(6-tert-butyl-5-methyl-pyrrolo[2,3-b]pyrazin-3-yl)-3-isopropoxy-azepan-2-yl]methoxy]-6-(2,6-dimethylphenyl)pyrimidin-2-yl]sulfamoyl]benzoic acid